(R)-4-amino-N-methyl-N-(1-(5-(trifluoromethyl)pyridin-2-yl)ethyl)imidazo[1,5-a]quinoxaline-8-formamide NC=1C=2N(C3=CC(=CC=C3N1)C(=O)N([C@H](C)C1=NC=C(C=C1)C(F)(F)F)C)C=NC2